ClC=1C(=NC=C(C1)Cl)N1CCN(CC1)C(=O)C=1C(=CC(=C(C#N)C1)C1=CC=C(C=C1)C(F)(F)F)C(F)(F)F 5-[4-(3,5-dichloro-2-pyridinyl)piperazine-1-carbonyl]-4-(trifluoromethyl)-2-[4-(trifluoromethyl)phenyl]benzonitrile